N-((3-oxoquinuclidin-2-yl)methyl)methanesulfonamide O=C1C(N2CCC1CC2)CNS(=O)(=O)C